(S)-3-methylfumarate C\C(=C/C(=O)[O-])\C(=O)[O-]